C(C)(C)(C)N1N=C(C=C1NC=1C=C2C(NC(C2=CC1)=O)=O)[C@@H]1C[C@@H](CC1)O[Si](C)(C)C(C)(C)C 5-({1-tert-butyl-3-[(1S,3R)-3-[(tert-butyldimethylsilyl)oxy]cyclopentyl]-1H-pyrazol-5-yl}amino)-2,3-dihydro-1H-isoindole-1,3-dione